C(C)(C)(C)OC(=O)NNC(C1=C(C=C(C=C1)[N+](=O)[O-])N1CCC2(CC2)CC1)=O 2-(4-nitro-2-(6-azaspiro[2.5]octan-6-yl)benzoyl)hydrazine-1-carboxylic acid tert-butyl ester